C1(CO1)C1=CC=C(C=C)C=C1 4-(epoxyethyl)styrene